6-(4-fluorophenyl)-4-((1-(2-(trifluoromethyl)pyrimidin-5-yl)ethyl)amino)-quinazolin-8-ol FC1=CC=C(C=C1)C=1C=C2C(=NC=NC2=C(C1)O)NC(C)C=1C=NC(=NC1)C(F)(F)F